N-(3-((2-((2-ethyl-4-(4-methylpiperazin-1-yl)phenyl)amino)-5-(trifluoromethyl)pyrimidin-4-yl)amino)propyl)-3,3-difluoro-N-methylcyclobutane-1-carboxamide C(C)C1=C(C=CC(=C1)N1CCN(CC1)C)NC1=NC=C(C(=N1)NCCCN(C(=O)C1CC(C1)(F)F)C)C(F)(F)F